CN(C)CC=1N=CN(C1C)C1=C(C=CC=C1)O (4-((dimethylamino)methyl)-5-methyl-1H-imidazol-1-yl)phenol